FC(CN(C=1C=C(C=C(C1)F)C#CC(C)(O)C)C1=NC=2N(C3=CC=CC(=C13)F)C=NN2)F 4-(3-((2,2-difluoroethyl)(6-fluoro-[1,2,4]triazolo[4,3-a]quinazolin-5-yl)amino)-5-fluorophenyl)-2-methylbut-3-yn-2-ol